didodecylstearyl thiodipropionate (Didodecyl stearyl thiodipropionate) C(CCCCCCCCCCC)C(C(C(=O)O)(CCCCCCCCCCCCCCCCCC)CCCCCCCCCCCC)SCCC(=O)O.S(CCC(=O)O)CCC(=O)OCCCCCCCCCCCCCCCCCC(CCCCCCCCCCCC)CCCCCCCCCCCC